2-chloroethyl (6-(4-formyl-1H-pyrazol-1-yl)pyridin-2-yl)carbamate C(=O)C=1C=NN(C1)C1=CC=CC(=N1)NC(OCCCl)=O